FC1=C(OC2=C(C=C(C=N2)S(=O)(=O)NC)C=2C3=C(C(N(C2)C)=O)NC=C3)C=CC(=C1)F 6-(2,4-difluorophenoxy)-N-methyl-5-(6-methyl-7-oxo-6,7-dihydro-1H-pyrrolo[2,3-c]pyridin-4-yl)pyridine-3-sulfonamide